[Sb]=S.[Pb] lead-antimony sulfide